COC1=CC=C(C=C1)C1CN(CC12CCC2)C(=O)C2=CN=CC(N2)=O 6-(8-(4-methoxyphenyl)-6-azaspiro[3.4]octane-6-carbonyl)pyrazin-2(1H)-one